2-(4-Cyano-3-fluorophenyl)-N-(1,3-dihydroxypropan-2-yl)-2-(2,5-dioxoimidazol-1-yl)acetamide C(#N)C1=C(C=C(C=C1)C(C(=O)NC(CO)CO)N1C(N=CC1=O)=O)F